FC(C=1C=C(OCC=2N=NN(C2)C2=C(SC=C2)C(=O)N)C=CC1)(F)F 3-[4-[[3-(trifluoromethyl)phenoxy]methyl]-1H-1,2,3-triazol-1-yl]thiophene-2-carboxamide